ClC=1C=C(C=C(C1)F)NC(NC1=C(C(=O)N)C=CC(=C1)OC(F)(F)F)=O 2-[3-(3-chloro-5-fluorophenyl)ureido]-4-trifluoromethoxybenzamide